COC(=O)C1=C(C=2N(C=C1)N=CC2)C#C[Si](C(C)C)(C(C)C)C(C)C 4-((triisopropylsilyl)ethynyl)pyrazolo[1,5-a]pyridine-5-carboxylic acid methyl ester